CCCCCCCCCCCCCCCCCC(=O)N[C@@H](CO[C@H]1[C@@H]([C@H]([C@@H]([C@H](O1)CO)O[C@H]2[C@@H]([C@H]([C@H]([C@H](O2)CO)O[C@H]3[C@@H]([C@H]([C@H]([C@H](O3)CO)O)O)NC(=O)C)O[C@@]4(C[C@@H]([C@H]([C@@H](O4)[C@@H]([C@@H](CO)O)O)NC(=O)C)O)C(=O)O)O)O)O)[C@@H](/C=C/CCCCCCCCCCCCC)O The molecule is a sialotriaosylceramide that is N-acetyl-beta-D-galactosaminyl-(1->4)-alpha-N-acetylneuraminosyl-(2->3)-beta-D-galactosyl-(1->4)-beta-D-glucosyl-N-acylsphingosine in which the acyl group on the sphingosine nitrogen is octadecanoyl. A constituent of natural ganglioside GM2. It has a role as an antigen. It is a N-acetyl-beta-D-galactosaminyl-(1->4)-alpha-N-acetylneuraminosyl-(2->3)-beta-D-galactosyl-(1->4)-beta-D-glucosyl-N-acylsphingosine and a sialotriaosylceramide. It is a conjugate acid of a ganglioside GM2 (18:0) (1-).